ClC1=C(C2=C(C3=C(N=C(N(C3=O)CC3=CN=C(O3)C)C3=C(C=C(C=C3)OC)C3CC3)S2)C=C1)O 7-chloro-2-(2-cyclopropyl-4-methoxyphenyl)-8-hydroxy-3-((2-methyloxazol-5-yl)methyl)benzo[4,5]thieno[2,3-d]pyrimidin-4(3H)-one